BrC1=CC(=C(OC[C@](CC(C)C)(N)C)C=C1)C(F)(F)F (S)-1-[4-bromo-2-(trifluoromethyl)phenoxy]-2,4-dimethylpentan-2-amine